((S)-2-(3-(3-iodopropoxy)propanamido)-3,3-dimethylbutanoyl)-N-(4-(4-methylthiazol-5-yl)benzyl)pyrrolidine ICCCOCCC(=O)N[C@H](C(=O)C1N(CCC1)CC1=CC=C(C=C1)C1=C(N=CS1)C)C(C)(C)C